C1(CC1)[C@@]1(NC(NC1=O)=O)CNC(=O)C1=NN(N=C1)C1=CC=C(C=C1)F N-{[(4R)-4-cyclopropyl-2,5-dioxoimidazolidin-4-yl]methyl}-2-(4-fluorophenyl)-2H-1,2,3-triazole-4-carboxamide